N-(3,4-dichlorobenzyl)-4-(1-(difluoromethyl)-1H-indazol-5-yl)-5-(6-methylpyridin-2-yl)-1H-imidazol-2-amine ClC=1C=C(CNC=2NC(=C(N2)C=2C=C3C=NN(C3=CC2)C(F)F)C2=NC(=CC=C2)C)C=CC1Cl